C1(CCC1)OC=1C=CC(=C(C1)N1CC2=CC=C(C=C2CC1)CCC(=O)O)F 3-(2-(5-cyclobutoxy-2-fluorophenyl)-1,2,3,4-tetrahydroisoquinolin-6-yl)propionic acid